NC1CCN(CC1)C1=NN(C(=C1)C1=CC=C2C=NNC2=C1)C1=CC=C(C#N)C=C1 4-(3-(4-aminopiperidin-1-yl)-5-(1H-indazol-6-yl)-1H-pyrazol-1-yl)benzonitrile